S1C(=NC=C1)CNC(OC(C)(C)C)=O tert-butyl (thiazol-2-ylmethyl)carbamate